C(C)(C)(C)OC(=O)C1(C2CC(C(C1)C2)OC(=O)C2C1C3C4C=CC(C3C(C2)C1)C4)C(=O)OC(C)(C)C 8-(5,5-di(t-butoxycarbonyl)-2-norbornyloxycarbonyl)-tetracyclo[4.4.0.12,5.17,10]-3-dodecene